BrC=1C(=C(C=C(C1)C(C)(C)C)C\C=C\CC1=C(C(=CC(=C1)C(C)(C)C)Br)OCOCC)OCOCC (E)-1,4-bis(3-bromo-5-(tert-butyl)-2-(ethoxymethoxy)phenyl)but-2-ene